ClC1=C(C(N(N=C1)CC1=CC=C(C=C1)OC)=O)C(F)(F)F 5-chloro-2-(4-methoxybenzyl)-4-(trifluoro-methyl)pyridazin-3(2H)-one